2-[6-[4-(2,7-diazaspiro[3.4]oct-2-yl)phenyl]-4-fluoro-1-oxo-isoindolin-2-yl]-2-(6,7-dihydro-5H-pyrrolo[1,2-c]imidazol-1-yl)-N-thiazol-2-yl-acetamide trifluoroacetate FC(C(=O)O)(F)F.C1N(CC12CCNC2)C2=CC=C(C=C2)C2=CC(=C1CN(C(C1=C2)=O)C(C(=O)NC=2SC=CN2)C2=C1N(C=N2)CCC1)F